3-(6-bromopyridin-2-yl)-6-(difluoromethyl)imidazo[1,2-a]pyridine BrC1=CC=CC(=N1)C1=CN=C2N1C=C(C=C2)C(F)F